N-[1-(7-benzylamino-3a,4,6-triaza-5-indenyl)-2-methyl-4-indolyl]acetamide C(C1=CC=CC=C1)NC1=NC(=NN2C=CC=C12)N1C(=CC2=C(C=CC=C12)NC(C)=O)C